3-mercapto-N-(3,6,9,12-tetraoxapentadec-14-enyl)propionamide SCCC(=O)NCCOCCOCCOCCOCC=C